(S)-2,2,2-trifluoro-1-(5-fluoro-1-neopentyl-6-(2-(trifluoromethyl)pyridine-3-yl)-1H-indol-3-yl)ethan-1-amine FC([C@@H](N)C1=CN(C2=CC(=C(C=C12)F)C=1C(=NC=CC1)C(F)(F)F)CC(C)(C)C)(F)F